6-((Endo-8-azabicyclo[3.2.1]oct-3-yl)oxy)-N-(4-([1,2,4]triazolo[1,5-a]pyridin-7-yloxy)-3-methylphenyl)pyrido[3,4-d]pyrimidin-4-amine hydrochloride Cl.C12CC(CC(CC1)N2)OC2=CC1=C(N=CN=C1NC1=CC(=C(C=C1)OC1=CC=3N(C=C1)N=CN3)C)C=N2